C1(CCC1)S(=O)(=N)C=1C=NC(=CC1)NN cyclobutyl(6-hydrazineylpyridin-3-yl)(imino)-λ6-sulfanone